COC1=C(C(=CC=C1C(C)C1=CC=CC=C1)OC)O 2,6-dimethoxy-3-(1-phenylethyl)phenol